CC1=C(C=CC=C1C(F)(F)F)[C@@H](C)NC=1C2=C(N=CN1)N=CC(=C2)N2CCN(CC2)C(C)=O 1-{4-[4-({(1R)-1-[2-methyl-3-(trifluoromethyl)phenyl]ethyl}amino)pyrido[2,3-d]pyrimidin-6-yl]piperazin-1-yl}ethan-1-one